FC1=C(C=CC=C1C[C@@H]1N(CC2(CC2)[C@@H]1NS(=O)(=O)C)C(=O)C1(CC1)COC)C1=CC=CC=C1 N-((6S,7S)-6-((2-fluoro-[1,1'-biphenyl]-3-yl)methyl)-5-(1-(methoxymethyl)cyclopropane-1-carbonyl)-5-azaspiro[2.4]heptan-7-yl)methanesulfonamide